1-Nonyl-1-propylpyrrolidinium fluorid [F-].C(CCCCCCCC)[N+]1(CCCC1)CCC